4-(6-((4-chlorophenyl)ethynyl)-5-morpholinyl-1H-benzimidazol-2-yl)-N-hydroxybenzoamide ClC1=CC=C(C=C1)C#CC=1C(=CC2=C(NC(=N2)C2=CC=C(C(=O)NO)C=C2)C1)N1CCOCC1